OC1=CC=C(C=C1)N1CCN(CC1)C(C(=O)N(C)C)C1=CC=CC=C1 2-[4-(4-Hydroxyphenyl)piperazin-1-yl]-N,N-dimethyl-2-phenylacetamid